hydroxymethyl-(phenyl)morpholin OCC1N(CCOC1)C1=CC=CC=C1